3-((3-(2-aminoethyl)phenyl)amino)-5-(isopropyl-(methyl)amino)-6-methylpyrazine-2-carboxamide NCCC=1C=C(C=CC1)NC=1C(=NC(=C(N1)N(C)C(C)C)C)C(=O)N